ClC1=C(N=C(NC1=O)C1=CC=NC=C1)C1CCN(CC1)C(=O)NC(C)C 4-[5-chloro-6-oxo-2-(4-pyridinyl)-1H-pyrimidin-4-yl]-N-isopropyl-piperidine-1-carboxamide